N-[cis-(7RS,9SR)-7-[[2-(4-chlorophenoxy)acetyl]amino]-3-cyclopropyl-5-(2-methylpropylsulfamoyl)-8,9-dihydro-7H-cyclopenta[h]isoquinolin-9-yl]pyridine-3-carboxamide ClC1=CC=C(OCC(=O)N[C@@H]2C[C@@H](C=3C2=CC(=C2C=C(N=CC32)C3CC3)S(NCC(C)C)(=O)=O)NC(=O)C=3C=NC=CC3)C=C1 |r|